N-ethyl-5-fluoro-2-((5-(2-((R)-6-(((S)-1-hydroxy-3-methoxypropan-2-yl)amino)-2-methylhexan-3-yl)-2,6-diazaspiro[3.4]octan-6-yl)-1,2,4-triazin-6-yl)oxy)-N-isopropylbenzamide C(C)N(C(C1=C(C=CC(=C1)F)OC1=C(N=CN=N1)N1CC2(CN(C2)[C@@H](C(C)C)CCCN[C@@H](CO)COC)CC1)=O)C(C)C